tert-Butyl 2-[8-[1-[(2-tert-butoxycarbonyl-6-chloro-3-pyridyl)amino]ethyl]-4-oxo-6-(trifluoromethyl)chromen-2-yl]indole-1-carboxylate C(C)(C)(C)OC(=O)C1=NC(=CC=C1NC(C)C=1C=C(C=C2C(C=C(OC12)C=1N(C2=CC=CC=C2C1)C(=O)OC(C)(C)C)=O)C(F)(F)F)Cl